(E)-3-(4-fluorophenyl)prop-2-en-1-ol FC1=CC=C(C=C1)/C=C/CO